CNC=1N=C(C(=NC1C=1C2=C(C=NC1)N(C=N2)C)C(=O)N)NC2=CC=C(C=C2)CN2CC1(COC1)C2 5-(Methylamino)-6-(3-methylimidazo[4,5-c]pyridin-7-yl)-3-[4-(2-oxa-6-azaspiro[3.3]heptan-6-ylmethyl)anilino]pyrazine-2-carboxamide